COC=1C=C(C=CC1)C(C(=O)N)CCC (3-methoxyphenyl)pentanamide